7-(2-amino-5-bromo-6-fluoropyridin-3-yl)quinazolin-4(3H)-one NC1=NC(=C(C=C1C1=CC=C2C(NC=NC2=C1)=O)Br)F